N-[4-(5-phenyl-1,3,4-oxadiazol-2-yl)phenyl]-3-(trifluoromethoxy)benzamide C1(=CC=CC=C1)C1=NN=C(O1)C1=CC=C(C=C1)NC(C1=CC(=CC=C1)OC(F)(F)F)=O